FC([C@H](OC1=CC=C(C=C1)C1CN(C1)C(=O)N1C[C@@H]2[C@@H](OCC(N2)=O)CC1)C)(F)F |o1:2| (4aR,8aS)-6-[3-(R or S)-[4-(2,2,2-Trifluoro-1-methyl-ethoxy)phenyl]azetidine-1-carbonyl]-4,4a,5,7,8,8a-hexahydropyrido[4,3-b][1,4]oxazin-3-one